N12CC(C(CC1)CC2)=O quinuclidine-3-one